C1CCC2=C(C=3CCCC3C=C12)NC1=NC(=NN1COCC[Si](C)(C)C)C(=O)OCC ethyl 5-((1,2,3,5,6,7-hexahydro-s-indacen-4-yl)amino)-1-((2-(trimethylsilyl)ethoxy)methyl)-1H-1,2,4-triazole-3-carboxylate